CC(C=C)N but-3-en-2-amine